NC(CP(O)(=O)CCCC)=NO (2-amino-2-(hydroxyimino)ethyl)butyl-phosphinic acid